6-(6-(3-(1-acryloylazetidine-3-carbonyl)-3,6-diazabicyclo[3.1.1]heptan-6-yl)pyridin-3-yl)-4-methoxypyrazolo[1,5-a]pyridine-3-carbonitrile C(C=C)(=O)N1CC(C1)C(=O)N1CC2N(C(C1)C2)C2=CC=C(C=N2)C=2C=C(C=1N(C2)N=CC1C#N)OC